(1R,2R)-N-[7-chloro-6-[4-((3R,4R)-4-hydroxy-3-methyl-tetrahydrofuran-3-yl)piperazin-1-yl]-3-isoquinolyl]-2-(2-isopropylpyrazol-3-yl)cyclopropanecarboxamide ClC1=C(C=C2C=C(N=CC2=C1)NC(=O)[C@H]1[C@@H](C1)C=1N(N=CC1)C(C)C)N1CCN(CC1)[C@@]1(COC[C@@H]1O)C